2-(4-pyrimidin-4-ylpyrazol-1-yl)-6,7-dihydro-5H-pyrrolo[1,2-b][1,2,4]triazole N1=CN=C(C=C1)C=1C=NN(C1)C=1N=C2N(N1)CCC2